2-methyl-4-benzhydryl-6-benzhydryl-aniline CC1=C(N)C(=CC(=C1)C(C1=CC=CC=C1)C1=CC=CC=C1)C(C1=CC=CC=C1)C1=CC=CC=C1